Ethyl (E)-4-{[4-(10-benzyl-7-chloro-11-oxo-10,11-dihydro-5H-dibenzo[b,e][1,4]diazepin-5-yl)butyl]amino}but-2-enoate maleate C(\C=C/C(=O)O)(=O)O.C(C1=CC=CC=C1)N1C2=C(N(C3=C(C1=O)C=CC=C3)CCCCNC/C=C/C(=O)OCC)C=C(C=C2)Cl